[Ni].[Mn].[Cr] Chromium-manganese-nickel